7-(3-pyrrolidin-1-yl-propoxy)-imidazo[1,2-a]pyridin N1(CCCC1)CCCOC1=CC=2N(C=C1)C=CN2